O=C1NC(CC[C@H]1NC1=CC(=C(C=C1)N1CCC(CC1)N1CCC(CC1)NC(OCC1=CC=CC=C1)=O)F)=O |r| rac-benzyl rac-(1'-(4-((2,6-dioxopiperidin-3-yl)amino)-2-fluorophenyl)-[1,4'-bipiperidin]-4-yl)carbamate